3-((S)-2-hydroxy-3-((R)-8-(1-methyl-2,3-dihydro-1H-pyrido[2,3-b][1,4]oxazin-7-ylsulfonyl)-1-oxa-8-azaspiro[4.5]dec-3-ylamino)propoxy)-N-((1R,2S)-2-hydroxycyclohexyl)benzenesulfonamide O[C@H](COC=1C=C(C=CC1)S(=O)(=O)N[C@H]1[C@H](CCCC1)O)CN[C@H]1COC2(C1)CCN(CC2)S(=O)(=O)C2=CC1=C(OCCN1C)N=C2